4-(methylsulfinyl)-2-(morpholin-4-yl)-8-(1H-pyrazol-5-yl)-1,7-naphthyridine CS(=O)C1=CC(=NC2=C(N=CC=C12)C1=CC=NN1)N1CCOCC1